BrCCCCCCC1(C2=CC=CC=C2C=2C=CC(=CC12)C1=CC=CC2=NSN=C21)CCCCCCBr 4-(9,9-bis(6-bromohexyl)-9H-fluoren-2-yl)benzo[c][1,2,5]thiadiazole